ClC(C)C(Cl)(Cl)Cl 2,3,3,3-tetrachloropropane